ethyl-9-n-propyl-2,6-methano-2H-1-benzoxocin-5-methanol C(C)C12OC3=C(C(=C(C=C1)CO)C2)C=CC(=C3)CCC